4-(4-chloro-2-fluorophenyl)-7-methyl-2-((2S)-2-(2-methyl-4-pyridinyl)-4-morpholinyl)pteridine ClC1=CC(=C(C=C1)C1=NC(=NC2=NC(=CN=C12)C)N1C[C@@H](OCC1)C1=CC(=NC=C1)C)F